CC(C[C@@H](C(NNCC1C(NCC1)=O)=O)NC(=O)C=1NC2=CC=CC=C2C1)C N-((2S)-4-methyl-1-oxo-1-(2-((2-oxo-pyrrolidin-3-yl)methyl)hydrazino)-pentan-2-yl)-1H-indole-2-carboxamide